NC(C)C1=CC(=C(C=C1)NC1=NC2=C(C(=CC=C2C=C1)C)Cl)F N-(4-(1-aminoethyl)-2-fluorophenyl)-8-chloro-7-methylquinolin-2-amine